6-(benzyloxy)-3',6'-dihydro-[2,4'-bipyridine]-1'(2'H)-carboxylic acid tert-butyl ester C(C)(C)(C)OC(=O)N1CCC(=CC1)C1=NC(=CC=C1)OCC1=CC=CC=C1